4-oxobutanamide O=CCCC(=O)N